CC1=NN(C(=N1)C)C1=NC(=NC=C1F)N1CCN(CC1)C(=O)N1N=CC[C@H]1C=1C=C(C#N)C=C(C1)F (S)-3-(1-(4-(4-(3,5-dimethyl-1H-1,2,4-triazol-1-yl)-5-fluoropyrimidin-2-yl)piperazine-1-carbonyl)-4,5-dihydro-1H-pyrazol-5-yl)-5-fluorobenzonitrile